Monogalloyl-di-oleyl-glycerol C(C1=CC(O)=C(O)C(O)=C1)(=O)C(C(O)CCCCCCCC\C=C/CCCCCCCC)(O)C(O)CCCCCCCC\C=C/CCCCCCCC